OC(C)(C)C1=NN(C(=C1C(=O)O)OC1=CC(=CC=C1)C(F)(F)F)C 3-(2-hydroxypropan-2-yl)-1-methyl-5-[3-(trifluoromethyl)phenoxy]-1H-pyrazole-4-carboxylic acid